tert-Butyl (S)-3-(4-(3-amino-1-(3-((tert-butoxycarbonyl)amino)-propyl)-1H-pyrazol-4-yl)phenoxy)-2-((tert-butyldimethylsilyl)oxy)propanoate NC1=NN(C=C1C1=CC=C(OC[C@@H](C(=O)OC(C)(C)C)O[Si](C)(C)C(C)(C)C)C=C1)CCCNC(=O)OC(C)(C)C